2-(4-cyanobenzyl)-6-ethoxy-N-((R)-2-hydroxy-2-((S)-1,2,3,4-tetrahydroisoquinolin-3-yl)ethyl)-1-oxoisoindoline-5-carboxamide hydrochloride Cl.C(#N)C1=CC=C(CN2C(C3=CC(=C(C=C3C2)C(=O)NC[C@H]([C@H]2NCC3=CC=CC=C3C2)O)OCC)=O)C=C1